C(C)C1=NC(=CC=C1N1C[C@@H](CC1)C(C(=O)OC)CC)C=1N=NN(C1CO)C methyl 2-((S)-1-(2-ethyl-6-(5-(hydroxymethyl)-1-methyl-1H-1,2,3-triazol-4-yl)pyridin-3-yl)pyrrolidin-3-yl)butanoate